C(C)C1=CC2=C([C@]3(OCC2=O)C[C@@H](N(CC3)C(=O)OC(C)(C)C)C)S1 Tert-butyl (2S,4R)-2'-ethyl-2-methyl-4'-oxo-spiro[piperidine-4,7'-thieno[2,3-c]pyran]-1-carboxylate